N-[(1S)-1-cyano-2-[4-(3-methyl-2-oxo-2,3-dihydro-1,3-benzoxazol-5-yl)phenyl]ethyl]azocane-3-carboxamide C(#N)[C@H](CC1=CC=C(C=C1)C=1C=CC2=C(N(C(O2)=O)C)C1)NC(=O)C1CNCCCCC1